ClC1=CC=C(CN2C[C@H](CCC2)C2=CC=NC=3N2N=C(C3CN(C)C)C)C=C1 (S)-1-(7-(1-(4-chlorobenzyl)piperidin-3-yl)-2-methylpyrazolo[1,5-a]pyrimidin-3-yl)-N,N-dimethylmethylamine